(R)-6-(5-isopropyl-2-methoxyphenyl)-1-(tetrahydrofuran-3-yl)-1H-imidazo[4,5-b]pyrazin C(C)(C)C=1C=CC(=C(C1)C1=CN=C2C(=N1)N(C=N2)[C@H]2COCC2)OC